N-(4-fluorobenzyl)-N'-phenylurea FC1=CC=C(CNC(=O)NC2=CC=CC=C2)C=C1